4-((4-(ferroceneamido)phenyl)amino)-4-oxobutanoic acid [C-]1(C=CC=C1)C(=O)NC1=CC=C(C=C1)NC(CCC(=O)O)=O.[CH-]1C=CC=C1.[Fe+2]